2-chloro-4-(4-chloro-2,3-difluoro-phenyl)-6,7-dimethyl-pteridine ClC1=NC2=NC(=C(N=C2C(=N1)C1=C(C(=C(C=C1)Cl)F)F)C)C